ClC1=C(C=C(CNC(NC=2C=CC=C3CCC(OC23)C(=O)OC)=O)C=C1)C(F)(F)F methyl 8-(3-(4-chloro-3-(trifluoromethyl)benzyl)ureido)chromane-2-carboxylate